4-[2-(4-cyanocyclohexyl)-1-(4-fluorophenyl)-4-hydroxy-indol-3-yl]benzoic acid C(#N)C1CCC(CC1)C=1N(C2=CC=CC(=C2C1C1=CC=C(C(=O)O)C=C1)O)C1=CC=C(C=C1)F